BrC=1C=C(C=CC1N1C=NC=C1)NC=1C(=NC=C(C1)C=1C(=NOC1C)C)C N-(3-bromo-4-(1H-imidazol-1-yl)phenyl)-5-(3,5-dimethylisoxazol-4-yl)-2-methylpyridin-3-amine